2-Bromo-3-hydroxy-6-iodopyridin-4-yl acetate C(C)(=O)OC1=C(C(=NC(=C1)I)Br)O